ClC=1C(=NC(=NC1)NC1CCOCC1)C1=CC=C2CN(C(C2=C1)=O)CC(=O)N1C(CCCC1)CC 6-{5-chloro-2-[(oxan-4-yl)amino]pyrimidin-4-yl}-2-[2-(2-ethylpiperidin-1-yl)-2-oxoethyl]-2,3-dihydro-1H-isoindol-1-one